BrC=1C=CC2=C(C(=NCC=3N2C(=NN3)C3=NC=NC=C3)C3=NC=CC=C3Cl)C1Cl 8-bromo-7-chloro-6-(3-chloro-2-pyridinyl)-1-pyrimidin-4-yl-4H-[1,2,4]Triazolo[4,3-a][1,4]Benzodiazepine